2-{[(1R)-1-(4-fluorophenyl)ethyl]amino}-4-[(1-oxo-1,2,3,4-tetrahydroisoquinolin-5-yl)amino]pyrimidine-5-carboxamide FC1=CC=C(C=C1)[C@@H](C)NC1=NC=C(C(=N1)NC1=C2CCNC(C2=CC=C1)=O)C(=O)N